Ethyl 3-((2-(1-(trifluoromethyl) cyclobutoxy) ethyl) amino)-1H-pyrrole-2-carboxylate FC(C1(CCC1)OCCNC1=C(NC=C1)C(=O)OCC)(F)F